N[C@@H](CP(O)(O)=O)C(=O)N[C@H](C(=O)N[C@H](C(=O)NC1=CC=C(C=C1)CO)CCCNC(=O)N)C(C)C ((R)-2-amino-3-(((S)-1-(((S)-1-((4-(hydroxymethyl)phenyl)amino)-1-oxo-5-ureidopentan-2-yl)amino)-3-methyl-1-oxobutan-2-yl)amino)-3-oxopropyl)phosphonic acid